C(C)C(COC(CC#N)=O)CCCC cyanoacetic acid (2-ethylhexyl) ester